1-(((R)-7-((2S,4R)-4-amino-2-(3-fluorophenyl)piperidine-1-carbonyl)-7-azaspiro[4.5]dec-10-yl)methyl)-4-phenylpyridin-2(1H)-one N[C@H]1C[C@H](N(CC1)C(=O)N1CC2(CCCC2)[C@@H](CC1)CN1C(C=C(C=C1)C1=CC=CC=C1)=O)C1=CC(=CC=C1)F